C(CCCC)(N)N.C(CCCCC(=O)O)(=O)O adipic acid-pentanediamine salt